[6-(hydroxymethyl)-3-pyridinyl]Boronic acid OCC1=CC=C(C=N1)B(O)O